(3R,4R)-4-{[5-(2,4-difluoro-phenyl)-isoxazole-3-carbonyl]-amino}-3-[methyl-(2-pyridin-2-yl-ethyl)-carbamoyl]-piperidine-1-carboxylic acid tert-butyl ester C(C)(C)(C)OC(=O)N1C[C@H]([C@@H](CC1)NC(=O)C1=NOC(=C1)C1=C(C=C(C=C1)F)F)C(N(CCC1=NC=CC=C1)C)=O